BrC1=C(N=C(S1)N(C=1N=NC(=C(C1)C)\N=C\1/SC2=C(N1COCC[Si](C)(C)C)C=CC=C2)CCCOC)C(=O)OCC Ethyl 5-bromo-2-[(3-methoxypropyl)(5-methyl-6-{[(2Z)-3-{[2-(trimethylsilyl)ethoxy]methyl}-2,3-dihydro-1,3-benzothiazol-2-ylidene]amino}pyridazin-3-yl)amino]-1,3-thiazole-4-carboxylate